NC=1C=CC(=C2C(=NN(C12)CC(F)(F)F)N(S(=O)(=O)CC)S(=O)(=O)CC)Cl N-(7-amino-4-chloro-1-(2,2,2-trifluoroethyl)-1H-indazol-3-yl)-N-(ethylsulfonyl)ethanesulfonamide